S1C(=CC2=C1SC(=C2)C(=O)O)C(=O)O thieno[2,3-b]thiophene-2,5-dicarboxylic acid